BrC=1SC(=C(N1)CBr)C 2-bromo-4-(bromomethyl)-methylthiazole